CN1OC(C2C(O1)C1=CC=CC=C1C2)C (+-)-2,4-dimethyl-4,4a,5,9b-tetrahydroindeno[1,2-D][1,3]dioxazine